ClC=1C=C(C=CC1Cl)C1(CC1)NS(=O)(=O)C1=CC=C(C=C1)OC(F)(F)F N-(1-(3,4-dichlorophenyl)cyclopropyl)-4-(trifluoromethoxy)benzenesulfonamide